N1(CCC1)CCC=1C(=CC(N(C1)C(C(=O)N[C@@H](CC(=O)O)C=1C=C(C=C(C1F)C)C1=C(C=CC=C1C)F)CC(C)C)=O)C(F)(F)F (3S)-3-(2-(5-(2-(azetidin-1-yl)ethyl)-2-oxo-4-(trifluoromethyl)pyridin-1(2H)-yl)-4-methylpentanamido)-3-(2',4-difluoro-5,6'-dimethylbiphenyl-3-yl)propanoic acid